3-benzyl-1-(trans-4-((4-(3-hydroxy-3-methylazetidin-1-yl)-5-(trifluoromethyl)pyrimidin-2-yl)amino)cyclohexyl)-1-(2'-methoxy-5,5'-bipyrimidin-2-yl)urea C(C1=CC=CC=C1)NC(N(C1=NC=C(C=N1)C=1C=NC(=NC1)OC)[C@@H]1CC[C@H](CC1)NC1=NC=C(C(=N1)N1CC(C1)(C)O)C(F)(F)F)=O